3-benzyl-6-methoxy-1-(2-methylbenzyl)-1H-indole C(C1=CC=CC=C1)C1=CN(C2=CC(=CC=C12)OC)CC1=C(C=CC=C1)C